2-[(2E)-2-(aminomethyl)-3-fluoroprop-2-en-1-yl]-2,4-dihydro-3H-1,2,4-triazol-3-one hydrochloride Cl.NC/C(/CN1N=CNC1=O)=C\F